NC=1C=C(C=CC1Cl)OB(O)O (3-amino-4-chlorophenyl)boric acid